N1=CC(=CC=C1)C=1C=C(C=C(C1)C(=O)[O-])C(=O)[O-] 5-(pyridin-3-yl)benzene-1,3-dicarboxylate